C(=O)(O)C=1C(=C(C(=O)NCCN(CCN(CCN(C(C2=C(C(=CC(=C2)Br)C(=O)O)OC)=O)CCCCCC(=O)OCC)CCNC(C2=C(C(=CC(=C2)Br)C(=O)O)OC)=O)CCNC(C2=C(C(=CC(=C2)Br)C(=O)O)OC)=O)C=C(C1)Br)OC N1,N1,N2-tris(2-(3-carboxy-5-bromo-2-methoxybenzamido)ethyl)-N2-(2-(3-carboxy-5-bromo-N-(6-ethoxy-6-oxohexyl)-2-methoxybenzamido)ethyl)ethane-1,2-diamine